C(C)(=O)O[C@H]1[C@H](O[C@H]([C@@H]([C@H]1OC(C)=O)NC(C)=O)OCCCCCCN)COC(C)=O (2R,3R,4R,5R,6R)-5-acetamido-2-(acetoxymethyl)-6-((6-aminohexyl)oxy)tetrahydro-2H-pyran-3,4-diyl diacetate